6-(3-isopropyl-5-(2-(tetrahydrofuran-3-yl)octahydrocyclopenta[c]pyrrol-5-yl)-1H-indol-2-yl)-7,8-dimethyl-[1,2,4]triazolo[4,3-a]pyridine C(C)(C)C1=C(NC2=CC=C(C=C12)C1CC2C(CN(C2)C2COCC2)C1)C=1C(=C(C=2N(C1)C=NN2)C)C